(R)-N-((R)-1-(2,7-dimethyl-1-oxo-3-(4-(2,2,2-trifluoroethyl)piperazin-1-yl)-1,2-dihydroisoquinolin-5-yl)ethyl)-2-methylpropane-2-sulfinamide CN1C(C2=CC(=CC(=C2C=C1N1CCN(CC1)CC(F)(F)F)[C@@H](C)N[S@](=O)C(C)(C)C)C)=O